1-bromo-2-chloro-4-iodo-benzene BrC1=C(C=C(C=C1)I)Cl